N-methyl-2-((3-((E)-2-(2-pyridinyl)vinyl)-1-(tetrahydropyran-2-yl)-1H-indazol-6-yl)thio)benzamide CNC(C1=C(C=CC=C1)SC1=CC=C2C(=NN(C2=C1)C1OCCCC1)\C=C\C1=NC=CC=C1)=O